tert-butyl 4-(3-amino-5-(methoxycarbonyl)pyridin-2-yl)piperazine-1-carboxylate NC=1C(=NC=C(C1)C(=O)OC)N1CCN(CC1)C(=O)OC(C)(C)C